BrC=1C=C(C=CC1)C1=NC(=NC(=N1)C1=CC(=CC=C1)Cl)C1=CC(=CC=C1)Cl 2-(3-bromophenyl)-4,6-bis(3-chlorophenyl)-1,3,5-triazine